(4-(2-bromoacetyl)-3-fluorophenyl)pyrrolidin-2-one BrCC(=O)C1=C(C=C(C=C1)N1C(CCC1)=O)F